COC(C=C)=O acrylic acid methylester